CC1(OB(OC1(C)C)C1=CC=C(C=C1)N1CCNCC1)C 4-(4-(4,4,5,5-tetramethyl-1,3,2-dioxaborolan-2-yl)phenyl)piperazin